2-(((1S,4R,5R)-4-hydroxy-6,6-dimethylbicyclo[3.1.1]hept-2-en-2-yl)methyl)isoindoline-1,3-dione O[C@@H]1C=C([C@@H]2C([C@H]1C2)(C)C)CN2C(C1=CC=CC=C1C2=O)=O